2-methyl-6-(trifluoromethyl)-3-((5-(trifluoromethyl)pyridin-2-yl)methyl)naphthalene-1,4-dione CC=1C(C2=CC=C(C=C2C(C1CC1=NC=C(C=C1)C(F)(F)F)=O)C(F)(F)F)=O